(5-(aminomethyl)-7-(2-fluoro-4-(trifluoromethoxy)phenyl)-2,3-dihydrobenzofuran-4-yl)methanol NCC=1C=C(C2=C(CCO2)C1CO)C1=C(C=C(C=C1)OC(F)(F)F)F